hexahydrocyclopenta[c]pyrrole-2(1H)-carbonyl chloride C1N(CC2C1CCC2)C(=O)Cl